2-methyl-N-(1-(1-methyl-2-oxo-1,2-dihydrobenzo[cd]indol-6-yl)cyclopropyl)-5-(4-(morpholinomethyl)piperidin-1-yl)benzamide CC1=C(C(=O)NC2(CC2)C=2C=3C4=C(C(N(C4=CC2)C)=O)C=CC3)C=C(C=C1)N1CCC(CC1)CN1CCOCC1